diethyl-octadecanedioic acid C(C)C(C(=O)O)(CCCCCCCCCCCCCCCC(=O)O)CC